ClC1=NN(C(C1)C(=O)OCC)C1=NC=CC=C1Cl ethyl 3-chloro-1-(3-chloro-2-pyridinyl)-4,5-dihydropyrazole-5-carboxylate